C(C1=CC=CC=C1)(=O)C1=CC=C(C=C1)C1=CC=C(C=C1)Br 4-benzoyl-4'-bromobiphenyl